Cyclopropanecarboxylic Acid (2-Isopropyl-5-Methylcyclohexyl)Amide C(C)(C)C1C(CC(CC1)C)NC(=O)C1CC1